FC(N1C(C=2C(C1=O)=CC=CC2)=S)(F)F N-trifluoromethyl-thiophthalimide